N[C@@H]1CC(N(C1)C)=O (4R)-4-amino-1-methyl-pyrrolidin-2-one